C(C(=C)C)(=O)OC1CC(CCC1)=O 1-oxo-3-cyclohexyl methacrylate